1-Methyl-5-((trifluoromethyl)thio)-1H-indole CN1C=CC2=CC(=CC=C12)SC(F)(F)F